(S)-1-(1-((5-(4-(azetidin-3-ylbutane-1,3-Diyn-1-yl)phenyl)isoxazol-3-yl)methyl)-1H-imidazol-2-yl)ethan-1-ol N1CC(C1)C#CC#CC1=CC=C(C=C1)C1=CC(=NO1)CN1C(=NC=C1)[C@H](C)O